4,4-difluorocyclohexane-1-Formaldehyde FC1(CCC(CC1)C=O)F